C(C)(=O)ON=C(C(=O)C1=CC=C(C=C1)SC1=CC=CC=C1)CC1CCCCC1 N-acetoxy-1-(4-phenylsulfanylphenyl)-3-cyclohexylpropane-1-one-2-imine